CNC(=O)C=1N=C2N(N=C(C=C2)C(F)(F)F)C1 N-methyl-6-(trifluoromethyl)imidazo[1,2-b]pyridazine-2-carboxamide